6-bromo-7-chloro-3-(3-fluoro-5-methyl-phenyl)-cinnolin-4-ol BrC=1C=C2C(=C(N=NC2=CC1Cl)C1=CC(=CC(=C1)C)F)O